C1(=CC=CC=C1)C#CC1=CC=C(C=C1)NC(=O)C1NCCC1 N-[4-(2-phenylethynyl)phenyl]pyrrolidin-2-ylcarboxamide